3-(5-(((1R,2S)-2-(neopentylamino)cyclohexyl)methyl)-1-oxoisoindolin-2-yl)piperidine-2,6-dione C(C(C)(C)C)N[C@@H]1[C@H](CCCC1)CC=1C=C2CN(C(C2=CC1)=O)C1C(NC(CC1)=O)=O